tert-butyl (1-(3-((3-chloro-2-oxo-1,2-dihydropyridin-4-yl)thio)-1-(tetrahydro-2H-pyran-2-yl)-1H-pyrazolo[3,4-b]pyrazin-6-yl)-4-methylpiperidin-4-yl)carbamate ClC=1C(NC=CC1SC1=NN(C2=NC(=CN=C21)N2CCC(CC2)(C)NC(OC(C)(C)C)=O)C2OCCCC2)=O